4-(8-(1-acryloyl-1,2,5,6-tetrahydropyridin-3-yl)quinazolin-6-yl)-N-(pyridin-2-yl)benzamide C(C=C)(=O)N1CC(=CCC1)C=1C=C(C=C2C=NC=NC12)C1=CC=C(C(=O)NC2=NC=CC=C2)C=C1